S1C2=C(C=C1)C(=CC=C2)C2=C(C=C1C(=NC(=NC1=C2F)OC[C@]21CCCN1C[C@@H](C2)F)N2CC1CCC(C2)N1)Cl 7-(benzo[b]thiophen-4-yl)-4-(3,8-diazabicyclo[3.2.1]-octan-3-yl)-6-chloro-8-fluoro-2-(((2R,7aS)-2-fluorotetrahydro-1H-pyrrolizin-7a(5H)-yl)methoxy)-quinazoline